C(NCCS(=O)(=O)O)C=1C(NC(N([C@H]2[C@H](O)[C@H](O)[C@@H](CO)O2)C1)=S)=O 5-Taurinomethyl-2-thiouridin